6-Phenyl-3-(((R)-7-((2S,4R)-2-phenyl-4-(phenylamino)piperidine-1-carbonyl)-7-azaspiro[4.5]decan-10-yl)methyl)pyrimidin-4(3H)-one C1(=CC=CC=C1)C1=CC(N(C=N1)C[C@@H]1CCN(CC12CCCC2)C(=O)N2[C@@H](C[C@@H](CC2)NC2=CC=CC=C2)C2=CC=CC=C2)=O